C(C)(C)(C)OC(N[C@H]1C2N(CC1CC2)C(=O)C=2C=C(C=1N(C2)N=C(C1C)C1=CC=2C(=NC(=CC2)Cl)N1CC1CC1)F)=O tert-Butyl-((7R)-2-(2-(6-chloro-1-(cyclopropylmethyl)-1H-pyrrolo[2,3-b]pyridin-2-yl)-4-fluoro-3-methylpyrazolo[1,5-a]pyridine-6-carbonyl)-2-azabicyclo[2.2.1]heptan-7-yl)carbamate